(S)-1-((S)-8-(4'-(aminomethyl)-6-methoxybiphenyl-3-ylsulfonyl)-1-oxa-8-azaspiro[4.5]decan-3-ylamino)-3-(3-(1-(hydroxymethyl)cyclopropylsulfonyl)phenoxy)propan-2-ol NCC1=CC=C(C=C1)C1=CC(=CC=C1OC)S(=O)(=O)N1CCC2(C[C@@H](CO2)NC[C@@H](COC2=CC(=CC=C2)S(=O)(=O)C2(CC2)CO)O)CC1